5-(3-((4'-chloro-5,5-dimethyl-3,4,5,6-tetrahydro-[1,1'-biphenyl]-2-yl)methyl)imidazolidine-1-carbonyl)-2-(2,6-dioxopiperidin-3-yl)isoindoline-1,3-dione ClC1=CC=C(C=C1)C1=C(CCC(C1)(C)C)CN1CN(CC1)C(=O)C=1C=C2C(N(C(C2=CC1)=O)C1C(NC(CC1)=O)=O)=O